4-((2R,4R)-4-((5-cyclopropyl-3-(2,6-dichlorophenyl)isoxazol-4-yl)methoxy)-2-methylpiperidin-1-yl)benzonitrile C1(CC1)C1=C(C(=NO1)C1=C(C=CC=C1Cl)Cl)CO[C@H]1C[C@H](N(CC1)C1=CC=C(C#N)C=C1)C